FC(C=1N=CC(=NC1)OCC(=O)OCC)(F)F ethyl 2-((5-(trifluoromethyl)pyrazin-2-yl)oxy)acetate